3-((2-fluoro-4-(5-(trifluoromethyl)-1,2,4-oxadiazol-3-yl)benzyl)amino)-4-(pyrimidin-5-ylamino)cyclobut-3-ene-1,2-dione FC1=C(CNC=2C(C(C2NC=2C=NC=NC2)=O)=O)C=CC(=C1)C1=NOC(=N1)C(F)(F)F